CC=1C=NC(=NC1)C(=O)O 5-METHYLPYRIMIDINE-2-CARBOXYLIC ACID